thioxetine-13C S1O[13CH]=C1